1-(2,3-dihydrobenzo[b][1,4]dioxin-6-yl)-3-(5-methoxyisoindol-2-yl)propan-1-one O1C2=C(OCC1)C=C(C=C2)C(CCN2C=C1C=CC(=CC1=C2)OC)=O